FC(C=1C=CC(=NC1)C(N1C[C@@H](N(C[C@H]1C)C=1C=2N=CN(C2N2C(N1)=NN=C2)CCN(C)C)C)C2=NC=C(C=C2)C(F)(F)F)(F)F 2-(4-((2S,5R)-4-(bis(5-(trifluoromethyl)pyridin-2-yl)methyl)-2,5-dimethylpiperazin-1-yl)-1H-[1,2,4]triazolo[3,4-b]purin-1-yl)-N,N-dimethylethan-1-amine